CC1=CC(=NC=C1)C1=NC=CC=C1 4'-methyl-[2,2-bipyridine]